OCC1CCN(CC1)C1=CC=C(C=C1)NC(C(=O)OCC)(C)C ethyl 2-((4-(4-(hydroxymethyl)piperidin-1-yl)phenyl)amino)-2-methylpropanoate